4-bromo-2-((2,4-dichlorophenylimino)-methyl)-6-hydroxyphenyl isobutyrate C(C(C)C)(=O)OC1=C(C=C(C=C1O)Br)C=NC1=C(C=C(C=C1)Cl)Cl